OC(COC(C(=C)C)=O)CO.S(=O)(=O)(C1=CC=C(C=C1)OC1=CC=C(C=C1)C=1C(=O)NC(C1)=O)C1=CC=C(C=C1)OC1=CC=C(C=C1)C=1C(=O)NC(C1)=O sulfonylbis(4,1-phenylene)bis(oxy)bis(4,1-phenylene)bismaleimide 2,3-dihydroxypropylmethacrylate